methyl-p-methylanisole CC1=C(C=CC(=C1)C)OC